2-(pyridin-2-yl)-N-(tetrahydro-2H-pyran-4-yl)-1H-pyrrolo[3,2-c]pyridin-6-amine N1=C(C=CC=C1)C1=CC=2C=NC(=CC2N1)NC1CCOCC1